NC1=C(C=CC=C1)C(/C=C/C=1C=C(/C(/N)=N/O)C=CC1)=O (Z)-3-((E)-3-(2-aminophenyl)-3-oxoprop-1-en-1-yl)-N'-hydroxybenzimidamide